C1(CC=CC1)[Si](OC)(OC)C1CC=CC1 bis-(3-cyclopentenyl)dimethoxysilane